5-chloro-11-cyclopropyl-4-fluoro-2-(methylsulfinyl)-8,9,10,11-tetrahydro-7-oxa-1,3,6,11-tetraazacycloocta[de]naphthalene ClC1=C(C=2N=C(N=C3C2C(=N1)OCCCN3C3CC3)S(=O)C)F